ClC(=O)OC1=CC=C(C=C1)[N+](=O)[O-] C4-Nitrophenyl chloroformate